FC=1C(=C(C=C(C1F)OCCC)C=1SC=CC1)C1=C(C=C(C=C1)CCCCC)F 3,4-difluoro-2-(2-fluoro-4-pentyl-phenyl)-1-thiophenyl-5-propoxy-benzene